NC1=C(C=C(C=C1)C=1SC=CC1)NC(C1=CC=C(C=C1)S(=O)(=NC(C(C)(C)C)=O)C)=O N-[2-amino-5-(2-thienyl)phenyl]-4-[N-(2,2-dimethylpropanoyl)-S-methyl-sulfonimidoyl]benzamide